O=C1NC(CCC1NC1=CC=C(C=C1)C1CCN(CC1)C(CN1CCC(CC1)C=1N=C2N(C=C(C(=C2)OC(C)C)NC(=O)C2=NN(C=C2)C)C1)=O)=O N-[2-[1-[2-[4-[4-[(2,6-dioxo-3-piperidyl)amino]phenyl]-1-piperidyl]-2-oxo-ethyl]-4-piperidyl]-7-isopropoxy-imidazo[1,2-a]pyridin-6-yl]-1-methyl-pyrazole-3-carboxamide